ClC1=C(C=CC(=C1)C(=O)NC1=CC(=C(C=C1)O)NS(=O)(=O)C1=CC=C(C=C1)F)C1=CC=CC=C1 chloro-N-(3-((4-fluorophenyl)sulfonylamino)-4-hydroxyphenyl)-[1,1'-biphenyl]-4-carboxamide